(1H-indazol-5-yl)-3-{5-[(2-methoxy-4-methylphenoxy)methyl]-1,2,4-oxadiazol-3-yl}imidazo[1,2-b]pyridazin-6-amine N1N=CC2=CC(=CC=C12)C=1N=C2N(N=C(C=C2)N)C1C1=NOC(=N1)COC1=C(C=C(C=C1)C)OC